CN1C[C@H]2[C@@H](CC1)CCN2C2=CC=C(N=N2)C2=C(C=C(C#N)C=C2C)O 4-[6-[(3aS,7aR)-6-methyl-3,3a,4,5,7,7a-hexahydro-2H-pyrrolo[2,3-c]pyridin-1-yl]pyridazin-3-yl]-3-hydroxy-5-methyl-benzonitrile